C(C1=CC=CC=C1)C=1C=NC(=NC1)N1CCN(CC1)C=1C=NN2C1C=CC(=C2)C2=CC=NC=C2 3-(4-(5-Benzylpyrimidin-2-yl)piperazin-1-yl)-6-(pyridin-4-yl)pyrazolo[1,5-a]pyridine